ClC=1N(N=C2C1N=NN(C2=O)[C@H](C(F)F)C)CC2=C(C=CC=C2)F 7-chloro-3-[(1S)-2,2-difluoro-1-methyl-ethyl]-6-[(2-fluorophenyl)methyl]pyrazolo[4,3-d]triazin-4-one